C(C)(C)(C)OC1C(CC2N(CCC3=CC(=C(C=C23)OC)O[C@@H](C)C2CCC2)C1)O 3-(tert-butoxy)-9-((S)-1-cyclobutylethoxy)-10-methoxy-1,3,4,6,7,11b-hexahydro-2H-pyrido[2,1-a]isoquinolin-2-ol